FC1=CC=C(C=C1)N1C(NC=C(C1=O)C(=O)NC1=CC=C(C=C1)OC1=CC(=NC=2N1N=CC2)C)=O 3-(4-fluorophenyl)-N-(4-((5-methylpyrazolo[1,5-a]pyrimidin-7-yl)oxy)phenyl)-2,4-dioxo-1,2,3,4-tetrahydropyrimidine-5-carboxamide